N'-(2,5-dimethyl-4-(3-((3-methylbenzyl)oxy)oxetan-3-yl)phenyl)-N-ethyl-N-methylformimidamide CC1=C(C=C(C(=C1)C1(COC1)OCC1=CC(=CC=C1)C)C)N=CN(C)CC